F[P-](F)(F)(F)(F)F.C1(=CC=CC=C1)C1=[S+]C(=CC(=C1)C1=CC=CC=C1)C1=CC=CC=C1 2,4,6-triphenyl-thiopyrylium hexafluorophosphate